2-BROMO-N-(4-METHOXYBENZYL)ACETAMIDE COC1=CC=C(C=C1)CNC(=O)CBr